COCOC1=C(C=CC=C1)C=1N=NC2=CC(=CC=C2C1)N1CC2(CN(C2)C(=O)OC(C)(C)C)C1 tert-butyl 6-{3-[2-(methoxymethoxy)phenyl]cinnolin-7-yl}-2,6-diazaspiro[3.3]heptane-2-carboxylate